CC1=C(C=NN1CC(F)(F)F)C(=O)N[C@@H](CC(C(F)(F)F)(C)C)C1=NC2=C(N1)C=CC(=C2)[C@@H](C)NC(CCC(F)(F)F)=O |o1:14| 5-Methyl-N-((S*)-4,4,4-trifluoro-3,3-dimethyl-1-(5-((R)-1-(4,4,4-trifluorobutanamido)ethyl)-1H-benzo[d]imidazol-2-yl)butyl)-1-(2,2,2-trifluoroethyl)-1H-pyrazole-4-carboxamide